COS(=O)(=O)O.C(C1=CC=CC=C1)=C1C(C2(CCC1C2(C)C)C)=O benzylidenbornan-2-one methyl-sulphate